IC1=CC=C(N=N1)NC(CC1=NC=CC(=C1)C1CC1)=O N-(6-iodopyridazin-3-yl)-2-(4-cyclopropylpyridin-2-yl)acetamide